CC1=C2C(=NC=3CCNCC13)CN(C2)C(CC2CN(C2)C=2C=NC=NC2)=O 1-(9-Methyl-1,3,5,6,7,8-hexahydro-2,4,7-triaza-cyclopenta[b]naphthalen-2-yl)-2-(1-pyrimidin-5-yl-azetidin-3-yl)-ethanone